2-((5-(ethylsulfonyl)-6-(2-(trifluoromethyl)pyrazolo[1,5-a]pyrimidin-5-yl)pyridin-3-yl)oxy)-2-methylpropanenitrile C(C)S(=O)(=O)C=1C=C(C=NC1C1=NC=2N(C=C1)N=C(C2)C(F)(F)F)OC(C#N)(C)C